[Cl-].C(C1=CC(O)=C(O)C(O)=C1)(=O)[N+](C)(C(C1=CC(O)=C(O)C(O)=C1)=O)C(C1=CC(O)=C(O)C(O)=C1)=O trigalloyl-methyl-ammonium chloride